C(#N)C=1C=C(C=NC1)C1CC=NN1C(=O)C12CC(C1)(C2)CN2N=CC1=CC(=CC=C21)C#N 1-((3-(5-(5-cyanopyridin-3-yl)-4,5-dihydro-1H-pyrazole-1-carbonyl)bicyclo[1.1.1]-pentan-1-yl)methyl)-1H-indazole-5-carbonitrile